6-(2,2-difluorocyclopropyl)-4-((R)-3-methylmorpholinyl)-2-(1H-pyrazol-3-yl)-8,9-dihydro-1,3,6,9a-tetraazabenzo[cd]azulene-7(6H)-one FC1(C(C1)N1C=2C3=C(C(=NN3CCC1=O)C1=NNC=C1)N=C(C2)N2[C@@H](COCC2)C)F